C(C)OC1=CC(=NC=C1C#N)[C@H](C)N1C(C2=CC(=CC(=C2CC1)B1OC(C(O1)(C)C)(C)C)CN1C(=NC=C1)C)=O (S)-4-Ethoxy-6-(1-(7-((2-methyl-1H-imidazol-1-yl)methyl)-1-oxo-5-(4,4,5,5-tetramethyl-1,3,2-dioxaborolan-2-yl)-3,4-dihydroisoquinolin-2(1H)-yl)ethyl)nicotinonitrile